C(C)(C)(C)OC(=O)N[C@H](C(=O)OC(C)(C)C)CC1=CC(=CC=C1)N1C(=CC2=CC=C(C=C12)OC(F)(F)F)C(N)=O tert-butyl (S)-2-((tert-butoxycarbonyl)amino)-3-(3-(2-carbamoyl-6-(trifluoromethoxy)-1H-indol-1-yl)phenyl)propanoate